FC(C1=NN=C(O1)C=1C=CC(=NC1)CN1C(N(C2=CC=CC=C2C1=O)CC1CCN(CC1)C1COC1)=O)F 3-((5-(5-(difluoromethyl)-1,3,4-oxadiazole-2-yl)pyridine-2-yl)methyl)-1-((1-(oxetan-3-yl)piperidine-4-yl)methyl)quinazoline-2,4(1H,3H)-dione